C(CCC)SCCOC=1C=C2C(=CNC2=CC1)CCNC(C)=O N-[2-(5-Butylthioethoxy-1H-indol-3-yl)ethyl]acetamide